Methyl (R)-3-cyclopropyl-2-hydroxypropanoat C1(CC1)C[C@H](C(=O)OC)O